C(C)N1CCN(CC1)C1=CC=C(C=C1)NC1=NNC2=CC(=CC=C12)C1=CC=C(C#N)C=C1 4-(3-((4-(4-ethylpiperazin-1-yl)phenyl)amino)-1H-indazol-6-yl)benzonitrile